{[(biphenylyl)phenyltriazineyl]phenyl}indolocarbazole C1(=C(C=CC=C1)C1=C(C(=NN=N1)C1=C(C=CC=C1)C1=C2C(=CC=C1)N=C1C=CC3=C4C=CC=CC4=NC3=C12)C1=CC=CC=C1)C1=CC=CC=C1